C(C)(C)(C)OC(=O)N1C(CCC1)C1=CC(=C(C=C1)C=1N=C2SC3=C(N2C1)C=C(C(=C3)C(=O)O)C)F 2-(4-(1-(tert-butoxycarbonyl)pyrrolidin-2-yl)-2-fluorophenyl)-6-methylbenzo[d]imidazo[2,1-b]thiazole-7-carboxylic acid